bromo-N-((S)-1-phenylethyl)-2,3,4,9-tetrahydro-1H-carbazol-1-amine BrC1(CCCC=2C3=CC=CC=C3NC12)N[C@@H](C)C1=CC=CC=C1